C1(=CC=C(C=C1)C1=CC=C2C(=N1)C=C(N2)C(=O)O)C2=CC=CC=C2 5-([1,1'-biphenyl]-4-yl)-1H-pyrrolo[3,2-b]pyridine-2-carboxylic acid